4-(chloromethyl)-2-isopropyl-1,3-dioxolane ClCC1OC(OC1)C(C)C